FC1(OC2=C(O1)C=CC(=C2)/C=C/C(=O)N2CCN(CC2)C(C2=NC(=CC(=C2)C(C)(C)O)OC)=O)F (E)-3-(2,2-difluorobenzo[d][1,3]dioxol-5-yl)-1-(4-(4-(2-hydroxypropan-2-yl)-6-methoxypicolinoyl)piperazin-1-yl)prop-2-en-1-one